(S)-N-(1-(4-(benzylthio)-3-methoxyphenylamino)-1-oxo-3-phenylpropan-2-yl)-4-fluorobenzamide C(C1=CC=CC=C1)SC1=C(C=C(C=C1)NC([C@H](CC1=CC=CC=C1)NC(C1=CC=C(C=C1)F)=O)=O)OC